((2S,4S)-1-(but-2-ynoyl)-4-(6,8-dichloro-7-(6-fluoroquinolin-8-yl)-4-(((S)-1-methylpyrrolidin-2-yl)methoxy)-1H-[1,2,3]triazolo[4,5-c]quinolin-1-yl)piperidin-2-yl)acetonitrile C(C#CC)(=O)N1[C@@H](C[C@H](CC1)N1N=NC=2C(=NC=3C(=C(C(=CC3C21)Cl)C=2C=C(C=C1C=CC=NC21)F)Cl)OC[C@H]2N(CCC2)C)CC#N